2-methyl-4-isothiazolin-3-oneOn CN1S(C=CC1=O)=O